(S)-N-((R)-1-((tert-butyldiphenylsilyl)oxy)-2-methyl-4-(trimethylsilyl)but-3-yn-2-yl)-2-methylpropane-2-sulfinamide [Si](C1=CC=CC=C1)(C1=CC=CC=C1)(C(C)(C)C)OC[C@](C#C[Si](C)(C)C)(C)N[S@@](=O)C(C)(C)C